[4-[(1,3-dioxoisoindolin-2-yl)methyl]-1-oxo-8-(trifluoromethyl)-2H-phthalazin-6-yl]boronic acid O=C1N(C(C2=CC=CC=C12)=O)CC1=NNC(C2=C(C=C(C=C12)B(O)O)C(F)(F)F)=O